C([C@@H]1[C@H]([C@@H]([C@H]([C@@H](O1)O[C@H]2[C@H](OC([C@@H]([C@H]2O[C@H]3[C@H]([C@H]([C@@H]([C@H](O3)CO)O)O)O)O)O)CO)O)O)O)O The molecule is a trisaccharide that is D-galactomannose in which the hydroxy groups at positions 3 and 4 have been converted into the corresponding beta-D-mannopyranosyl and beta-D-glucopyranosyl derivatives, respectively.